BrC1=CC=C(C(=N1)N1[C@H](CCC(C1)(F)F)CNC(C)=O)C (R)-N-((1-(6-bromo-3-methylpyridinyl)-5,5-difluoropiperidin-2-yl)methyl)acetamide